N-aminobutyl-succinimide propyl-acrylate C(CC)OC(C=C)=O.NCCCCN1C(CCC1=O)=O